tert-butyl (1-(4-((7R,14R)-1-ethynyl-6-(methyl-d3)-5-oxo-5,6,7,14-tetrahydro-7,14-methanobenzo[f]benzo[4,5]imidazo[1,2-a][1,4]diazocin-11-yl)phenyl)ethyl)carbamate C(#C)C1=CC=CC=2C(N([C@H]3C=4N([C@@H](C21)C3)C3=C(N4)C=CC(=C3)C3=CC=C(C=C3)C(C)NC(OC(C)(C)C)=O)C([2H])([2H])[2H])=O